N1C=NC(=C1)CC1CCN(CC1)C(=O)C1=C(C=C(C=C1)NC=1C=2N(C=CN1)C(=CN2)C2=CC=C(C=C2)OC(F)F)C (4-((1H-imidazol-4-yl)methyl)piperidin-1-yl)(4-((3-(4-(di-fluoromethoxy)phenyl)imidazo[1,2-a]pyrazin-8-yl)amino)-2-methylphenyl)methanone